Cl.Cl.C(CCSSCCC(=O)OC)(=O)OC dimethyl 3,3'-dithiodipropionate 2HCl